S(=O)(=O)(O)O.FC=1C=C(C=CC1F)[C@H]1[C@@H](C1)N (1R,2S)-2-(3,4-difluorophenyl)cyclopropylamine sulfate